C1(CC1)[C@@H](C(=O)N1[C@@H](C[C@H](C1)O)C(=O)NCC1=CC=C(C=C1)C1=C(N=CS1)C)N1C(C2=CC=CC=C2C1)=O (2S,4R)-1-((S)-2-cyclopropyl-2-(1-oxoisoindolin-2-yl)acetyl)-4-hydroxy-N-(4-(4-methylthiazol-5-yl)benzyl)pyrrolidine-2-carboxamide